C(C)(C)(C)OC(N[C@H](C(C)(C)O)C1=CC=C(C=C1)OCC12CCC(CC1)CC2)=O (S)-(1-(4-(bicyclo[2.2.2]oct-1-ylmethoxy)phenyl)-2-hydroxy-2-methylpropyl)carbamic acid tert-butyl ester